(2S,6R)-2,6-dimethyl-4-(6-vinyl-2-pyridinyl)morpholine C[C@H]1CN(C[C@H](O1)C)C1=NC(=CC=C1)C=C